ethyl 3-(2-hydroxyethyl)-5-methyl-2,4-dioxo-1-(1-phenylprop-2-yl)-1H,2H,3H,4H-thieno[2,3-d]pyrimidine-6-carboxylate OCCN1C(N(C2=C(C1=O)C(=C(S2)C(=O)OCC)C)C(CC2=CC=CC=C2)C)=O